5-(3,5-dimethyl-1H-pyrazole-1-carbonyl)-6-methyl-N-(1-methylcyclopropyl)furo[2,3-d]pyrimidin-4-amine CC1=NN(C(=C1)C)C(=O)C1=C(OC=2N=CN=C(C21)NC2(CC2)C)C